NCCOC=1C=C2C(C=C(OC2=CC1)C1=CC=C(C=C1)OC1=CC=CC=C1)=O 6-(2-aminoethoxy)-2-(4-phenoxyphenyl)-4H-chromen-4-one